C(C)(C)C1=CC(=CC=C1NC(N)=N)C1=NNC(CC1C)=O 6-isopropyl-3-(4-(4-methyl-6-oxo-1,4,5,6-tetrahydropyridazin-3-yl)phenyl)guanidine